C(CCCCC(=O)N)(=O)N.C1(=CC(=CC=C1)CN)CN m-xylylenediamine adipamide salt